C1(CC1)CNC1=NC(=NC=C1C=O)SC 4-((cyclopropylmethyl)amino)-2-(methylthio)pyrimidine-5-carbaldehyde